FC=1N=CN(C1C(=O)OCC)C(C)C1=CC=C(C=C1)O ethyl 4-fluoro-1-[1-(4-hydroxyphenyl) ethyl]-1H-imidazole-5-carboxylate